ethylene glycol monomethyl (monoethyl) ether C(C)OCCOC